6,7-dimethoxy-3,4-dihydroisoquinoline-2-oxide COC=1C=C2CC[N+](=CC2=CC1OC)[O-]